ClC=1C=NC(=NC1)C=1C[C@@H](NCC1)CO (R)-(4-(5-chloropyrimidin-2-yl)-1,2,3,6-tetrahydropyridin-2-yl)methanol